BrC(C(=O)C1=CC=CC=C1)OC1=NC=NC(=C1)Cl 2-bromo-2-(6-chloropyrimidin-4-yloxy)-1-phenylethanone